C(C)(C)(C)OC(=O)N[C@H]1C[C@H](CC1)C(=O)O (1S,3R)-3-(tert-butoxycarbonylamino)cyclopentanecarboxylic acid